C(CC)O[SiH3] propoxysilane